C1(=CC=CC=C1)[C@@H](C)OC(C)(C)C=1N=C(SC1)NC(=O)C=1N(C=CC1)CC1=CC=NC=C1 (R)-N-(4-(2-(1-phenylethoxy)propan-2-yl)thiazol-2-yl)-1-(pyridin-4-ylmethyl)-1H-pyrrole-2-carboxamide